(S)-2-(2-Azido-1-(3-chlorophenyl)ethyl)-6-(5-methyl-2-((1-methyl-1H-pyrazol-5-yl)amino)pyrimidin-4-yl)-1H-pyrrolo[1,2-c]imidazol-3(2H)-one N(=[N+]=[N-])C[C@H](C1=CC(=CC=C1)Cl)N1C(N2C(C1)=CC(=C2)C2=NC(=NC=C2C)NC2=CC=NN2C)=O